3,5-dimethyl-4-hydroxypiperidine CC1CNCC(C1O)C